1-(((3r,5s)-6,6-difluoro-5-methyl-1-oxaspiro[2.5]oct-5-yl)methyl)-1H-benzo[d]imidazole-6-carbonitrile FC1([C@](C[C@@]2(CO2)CC1)(C)CN1C=NC2=C1C=C(C=C2)C#N)F